NC1=C(C(=NN1C1CC(C1)(C)O)C1=CC=C2C=CC(=NC2=C1F)C1=NC=CC=C1)C#N 5-amino-3-(8-fluoro-2-(pyridin-2-yl)quinolin-7-yl)-1-((1s,3s)-3-hydroxy-3-methylcyclobutyl)-1H-pyrazole-4-carbonitrile